ClC1=CC=C(S1)CNC1=CC(=NN1C(C(COC)(C)C)=O)C1(C(NCCC1)=O)C 3-(5-{[(5-Chlorothiophen-2-yl)methyl]amino}-1-(3-methoxy-2,2-dimethylpropanoyl)-1H-pyrazol-3-yl)-3-methylpiperidin-2-on